C[Si](Cl)(C)C=1C(=C(C(C1)(C1=CC=C(C=C1)C1(C(=C(C(=C1)[Si](Cl)(C)C)C)C)C)C)C)C 1,4-bis(dimethylchlorosilyltrimethylcyclopentadienyl)benzene